S1C(=NC2=C1C=CC=C2)C=2C(OC1=CC3=C(C=C1C2)C=CC(=C3)N(C)C)=O 3-(Benzo[d]thiazol-2-yl)-8-(dimethylamino)-2H-benzo[g]chromen-2-one